C(C)(C)(C)[S@@](=O)N[C@@H](C(=O)OCC)C1=CC(=CC=C1)OC(F)(F)F ethyl (2R)-2-[[(R)-tert-butylsulfinyl]amino]-2-[3-(trifluoromethoxy)phenyl]acetate